methyl 6-[4-(difluoromethoxy) phenyl]-2-(3-fluorophenyl)-3-oxo-2,3-dihydropyridazine-4-carboxylate FC(OC1=CC=C(C=C1)C=1C=C(C(N(N1)C1=CC(=CC=C1)F)=O)C(=O)OC)F